8-(4-Isopropyl-phenylthio)guanosine C(C)(C)C1=CC=C(C=C1)SC=1N([C@H]2[C@H](O)[C@H](O)[C@@H](CO)O2)C=2N=C(NC(C2N1)=O)N